2-(1-(fluoromethyl)-2-oxabicyclo[2.1.1]hex-4-yl)-6-isopropoxy-2H-indazole-5-carboxylic acid FCC12OCC(C1)(C2)N2N=C1C=C(C(=CC1=C2)C(=O)O)OC(C)C